1,1,4-trichloro-1,4-disilacyclohexane Cl[Si]1(CC[SiH](CC1)Cl)Cl